FC1=C(C=CC=C1)C=1C=C(N(C1)C)C 4-(2-fluorophenyl)-1,2-dimethyl-1H-pyrrole